5-hydroxy-1,2,3,3a-tetrahydro-9H-benzo[e]pyrrolo[2,1-b][1,3]oxazin-9-one OC1=CC=CC=2C(N3C(OC21)CCC3)=O